N-((3S,4R)-3-fluoro-1-methylpiperidin-4-yl)-2-(3-((2-methoxy-4-(methylsulfonyl)phenyl)amino)prop-1-yn-1-yl)-3-vinyl-2H-pyrazolo[4,3-c]pyridin-7-amine F[C@H]1CN(CC[C@H]1NC=1C=2C(C=NC1)=C(N(N2)C#CCNC2=C(C=C(C=C2)S(=O)(=O)C)OC)C=C)C